C1(CCC1)[C@@](C=1C=C(C=CC1)N1C(C2=CC(=CC(=C2C1)C(F)(F)F)CNC1(CCC1)C)=O)(C1=NN=CN1C)OC (R)-2-(3-(cyclobutyl(methoxy)(4-methyl-4H-1,2,4-triazol-3-yl)methyl)phenyl)-6-(((1-methylcyclobutyl)amino)methyl)-4-(trifluoromethyl)isoindolin-1-one